NC1=C2C(=NC=N1)N(N=C2C2=NOC(=C2C=2N=CC(=NC2)C2CCN(CC2)C(CCCCCCCN2CCC(CC2)C2=CC=C(NC1C(NC(CC1)=O)=O)C=C2)=O)C2CC2)C(C)C 3-[4-[1-[8-[4-[5-[3-(4-amino-1-isopropyl-pyrazolo[3,4-d]pyrimidin-3-yl)-5-cyclopropyl-isoxazol-4-yl]pyrazin-2-yl]-1-piperidyl]-8-oxo-octyl]-4-piperidyl]anilino]piperidine-2,6-dione